{1-[(1r,4r)-4-{[(benzyloxy)carbonyl]amino}cyclohexyl]-1H-pyrazol-4-yl}boronic acid C(C1=CC=CC=C1)OC(=O)NC1CCC(CC1)N1N=CC(=C1)B(O)O